2-(2-((3R,4R)-3-amino-4-fluoropiperidin-1-yl)-6-fluoro-1H-benzo[d]imidazol-1-yl)-1-((R)-3-methylmorpholino)ethan-1-one N[C@@H]1CN(CC[C@H]1F)C1=NC2=C(N1CC(=O)N1[C@@H](COCC1)C)C=C(C=C2)F